COC(=O)C(C(C(=O)O)C(=O)O)C(=O)O 1,1,2,2-ethanetetracarboxylic acid methyl ester